C1(CC1)C1=NN(C=C1)C1=C(C=C(C=C1)NC(CC1=C(C=CC=C1)F)=O)S(NCC1=C(C=C(C=C1)OC)OC)(=O)=O N-{4-(3-cyclopropyl-1H-pyrazol-1-yl)-3-[(2,4-dimethoxybenzyl)sulfamoyl]phenyl}-2-(2-fluorophenyl)acetamide